NC=1C(=C(C=CC1)SCCC(=O)OCC(CCCC)CC)Cl 2-ethylhexyl 3-((3-amino-2-chlorophenyl)thio)propanoate